trigalacturonic acid C(=O)[C@@H]([C@H]([C@H]([C@@H](C(=O)O)O)O[C@@H]1[C@@H]([C@H]([C@H]([C@H](O1)C(=O)O)O[C@@H]2[C@@H]([C@H]([C@H]([C@H](O2)C(=O)O)O)O)O)O)O)O)O